C1(CCCC1)N1N=CC2=C1N=C(NC2=O)CC2=C(C=CC=C2)OCCN2CCOCC2 cyclopentyl-6-[2-(2-morpholin-4-yl-ethoxy)-benzyl]-1,5-dihydro-pyrazolo-[3,4-d]pyrimidin-4-one